CN1CCN(CC1)C1=NC=NC2=CC=C(C=C12)C1=CNC2=NC=C(C=C21)C=2C(=NN(C2C)C)C 4-(4-methylpiperazin-1-yl)-6-(5-(1,3,5-trimethyl-1H-pyrazol-4-yl)-1H-pyrrolo[2,3-b]pyridin-3-yl)quinazoline